C1=CC=CC=2C3=CC=CC=C3C(C12)COC(=O)NC(C(=O)O)CSCCOC(C1=CC=CC=C1)=O (((9H-Fluoren-9-yl)methoxy)carbonyl)amino-3-((2-(benzoyloxy)ethyl)thio)propanoic acid